F[C@@H]1[C@@H](COC1)N |r| (±)-cis-4-fluorotetrahydrofuran-3-amine